FC1=CC=C2C=C(C=C(C2=C1C#C[Si](C(C)C)(C(C)C)C(C)C)C(=O)N)OCOC 7-fluoro-3-(methoxymethoxy)-8-[2-(triisopropylsilyl)ethynyl]naphthalene-1-carboxamide